CC(=CCCC(=O)[O-])CCC=C(C)C 3,7-dimethyl-2,6-octadienylethanoate